ClC=1C=NN2C1C=C(C=C2C(F)(F)F)NC(=O)C=2C=NN(C2C(F)(F)F)C2=C1C=CNC(C1=CC=C2)=O N-(3-chloro-7-trifluoromethylpyrazolo[1,5-a]pyridin-5-yl)-1-(1-oxo-1,2-dihydroisoquinolin-5-yl)-5-trifluoromethyl-1H-pyrazole-4-carboxamide